FC1=C(C=CC(=C1)F)N1CCN(CC1)C(CCN1CCCCC1)=O 1-(4-(2,4-difluorophenyl)piperazin-1-yl)-1-oxo-3-(piperidin-1-yl)propan